(E)-2-(4-(2-(3-(3,4-dihydroxyphenyl)acrylamido)ethyl)phenoxy)acetic acid ethyl ester C(C)OC(COC1=CC=C(C=C1)CCNC(\C=C\C1=CC(=C(C=C1)O)O)=O)=O